COC[C@H]1CN(CC1)C1=CC=CC(=N1)C=1N=C(SC1)NC(=O)[C@H]1N(CC1)C(=O)OC(C)(C)C tert-Butyl (S)-2-((4-(6-((R)-3-(methoxymethyl)pyrrolidin-1-yl)pyridin-2-yl)thiazol-2-yl)carbamoyl)azetidine-1-carboxylate